trimethyl(1,1,2,2,2-pentafluoroethyl)silane C[Si](C(C(F)(F)F)(F)F)(C)C